1-(((3S)-1-((3-cyano-1-azetidinyl)sulfonyl)-3-piperidinyl)carbonyl)-N-((1R)-1-(3,4-difluorophenyl)ethyl)-D-prolinamide C(#N)C1CN(C1)S(=O)(=O)N1C[C@H](CCC1)C(=O)N1[C@H](CCC1)C(=O)N[C@H](C)C1=CC(=C(C=C1)F)F